FC([C@H](C1=CC=C(C=C1)B1OC(C(O1)(C)C)(C)C)NC(OC(C)(C)C)=O)F tert-butyl N-[(1S)-2,2-difluoro-1-[4-(4,4,5,5-tetramethyl-1,3,2-dioxaborolan-2-yl)phenyl]ethyl]carbamate